Cl.CN(C(=O)C1=NN2C(CNCCC2)=C1)C N,N-dimethyl-5,6,7,8-tetrahydro-4H-pyrazolo[1,5-a][1,4]diazepine-2-formamide hydrochloride